Methyl-3-chloro-5-(2,6-difluorophenyl)-N-isopropylsulfonyl-6H-pyrazolo[1,5-a][1,3,5]benzotriazepine-9-carboxamide CC1=NN2C(N=C(NC3=C2C=C(C=C3)C(=O)NS(=O)(=O)C(C)C)C3=C(C=CC=C3F)F)=C1Cl